1-(4-(trifluoromethyl)cyclohexyl)ethan-1-ol FC(C1CCC(CC1)C(C)O)(F)F